ClC=1C=C2C(=C(C(NC2=CC1)=O)C1=NNC(C1)C1=CC=C(C=C1)C1=CC=C(C=C1)Cl)C1=CC=CC=C1 6-chloro-3-[5-[4-(4-chlorophenyl)phenyl]-4,5-dihydro-1H-pyrazol-3-yl]-4-phenyl-1H-quinolin-2-one